3-(2-amino-2-oxoethyl)-5-methylhexanoic acid NC(CC(CC(=O)O)CC(C)C)=O